9,10-bis(3',5'-dicarboxyphenyl)anthracene methyl-4-chloro-6-((diphenylmethylene)amino)pyridazine-3-carboxylate COC(=O)C=1N=NC(=CC1Cl)N=C(C1=CC=CC=C1)C1=CC=CC=C1.C(=O)(O)C=1C=C(C=C(C1)C(=O)O)C=1C2=CC=CC=C2C(=C2C=CC=CC12)C1=CC(=CC(=C1)C(=O)O)C(=O)O